(1S,2S)-2-(3-chlorophenyl)-N-(6-(((6-cyclopropyl-8-(4-methyl-3-oxopiperazin-1-yl)imidazo[1,2-a]pyridin-2-yl)methyl)amino)pyrimidin-4-yl)cyclopropane-1-carboxamide ClC=1C=C(C=CC1)[C@@H]1[C@H](C1)C(=O)NC1=NC=NC(=C1)NCC=1N=C2N(C=C(C=C2N2CC(N(CC2)C)=O)C2CC2)C1